ClC=1C=CC2=C(N(C3=C(N(C2=O)CCOCCOC)C=CC=C3)CCCCNC/C=C/C(=O)OCC)C1 Ethyl (E)-4-{[4-(3-chloro-10-[2-(2-methoxyethoxy)ethyl]-11-oxo-10,11-dihydro-5H-dibenzo[b,e][1,4]diazepin-5-yl)butyl]amino}but-2-enoate